N-(4-bromo-5-((Dimethylamino)methyl)-2-nitrophenyl)acetamide BrC1=CC(=C(C=C1CN(C)C)NC(C)=O)[N+](=O)[O-]